S-(3,3,3-trifluoropropyl) (RS)-2-(2-((S)-1-(2,3-difluorobenzyl)-5-oxopyrrolidin-2-yl)acetamido)-3-methylbutanethioate FC1=C(CN2[C@@H](CCC2=O)CC(=O)N[C@@H](C(SCCC(F)(F)F)=O)C(C)C)C=CC=C1F |&1:14|